2-((1R,2S)-1-(2-cyanophenyl)-1-(1-(2-methoxyethyl)-5-methyl-1H-pyrazol-4-yl)propan-2-yl)-5-hydroxy-N-(isoxazol-4-yl)-1-methyl-6-oxo-1,6-dihydropyrimidine-4-carboxamide C(#N)C1=C(C=CC=C1)[C@@H]([C@H](C)C=1N(C(C(=C(N1)C(=O)NC=1C=NOC1)O)=O)C)C=1C=NN(C1C)CCOC